(Z)-N-BenZyl-N-(1-(3-iodophenyl)buta-1,3-dien-1-yl)acetamide C(C1=CC=CC=C1)N(C(C)=O)\C(=C/C=C)\C1=CC(=CC=C1)I